FC1=C(C=C(C=C1)B(O)O)OCC(C(F)(F)F)(C)C (4-fluoro-3-(3,3,3-trifluoro-2,2-dimethylpropoxy)phenyl)boronic acid